Isopropyl (1S,3S)-3-((2-methyl-6-(1-methyl-5-(((methyl(4-(tosyloxy)butyl) carbamoyl)oxy)methyl)-1H-1,2,3-triazol-4-yl)pyridin-3-yl)oxy)cyclohexane-1-carboxylate CC1=NC(=CC=C1O[C@@H]1C[C@H](CCC1)C(=O)OC(C)C)C=1N=NN(C1COC(N(CCCCOS(=O)(=O)C1=CC=C(C)C=C1)C)=O)C